BrC1=C(C=C(C=C1)C#CC)OCOCC 1-bromo-2-(ethoxymethoxy)-4-(prop-1-yn-1-yl)benzene